COC=1C=C(C=CC1OCC=1C=NC(=CC1)OC)NC1=NC=2C=CC=C(C2N=C1N1CCOCC1)C#N (3-methoxy-4-((6-methoxypyridin-3-yl)methoxy)phenylamino)-3-morpholino-quinoxaline-5-carbonitrile